4-(p-bromophenyl)-1,4-thiazinane BrC1=CC=C(C=C1)N1CCSCC1